1-ethoxy-2-iodo-4-sec-butyl-benzene C(C)OC1=C(C=C(C=C1)C(C)CC)I